COC=1C=C(CCC2=C(C=CC=C2)C2=CC(=C(C=C2)OC)OC)C=CC1OC 2-(3,4-dimethoxyphenethyl)-3',4'-dimethoxy-1,1'-biphenyl